N-(5-fluoro-4'-((4-(methoxy-d3)-6-(methylsulfonyl)pyridin-2-yl)amino)-[2,3'-bipyridin]-6'-yl)acetamide FC=1C=CC(=NC1)C=1C=NC(=CC1NC1=NC(=CC(=C1)OC([2H])([2H])[2H])S(=O)(=O)C)NC(C)=O